3,4,4-trimethyl-1,4-dihydroindeno[1,2-b]pyrrole CC=1C2=C(NC1)C1=CC=CC=C1C2(C)C